O[C@@H]1CN(C[C@@H]1NC1=CC(=C(C=C1)C)C(N[C@H](C)C1=CC=C(C2=CC=CC=C12)C#CC1CCN(CC1)CC1CCNCC1)=O)C(=O)OC(C)(C)C tert-butyl (3R,4S)-3-hydroxy-4-((4-methyl-3-(((R)-1-(4-((1-(piperidin-4-ylmethyl)piperidin-4-yl)ethynyl)naphthalen-1-yl)ethyl)carbamoyl)phenyl)amino)pyrrolidine-1-carboxylate